(S)-9-((dimethylamino)methyl)-6-fluoro-2-methyl-7-(6-(3-(piperidin-1-yl)propoxy)pyridin-3-yl)-9,10-dihydro-8-oxa-2,4,10a-triazanaphtho[2,1,8-cde]azulen-1(2H)-one CN(C)C[C@@H]1OC2=C3C4=C(N(C(N4C1)=O)C)C=NC3=CC(=C2C=2C=NC(=CC2)OCCCN2CCCCC2)F